B1(OOOOOO1)[O-] tetraoxy borate